ethyl 3-methyl-3-(thiophen-2-yl)butanoate CC(CC(=O)OCC)(C)C=1SC=CC1